FC(C1=C(C(NC=2C=C(C=NC12)CN1CCN(CC1)C1=NC=C(C#N)C=C1)=O)C)F 6-(4-((8-(difluoromethyl)-7-methyl-6-oxo-5,6-dihydro-1,5-naphthyridin-3-yl)methyl)piperazin-1-yl)nicotinonitrile